methyl-3-(2,2-difluoroethyl)-2,3-dihydrobenzopyran-4-one CC1OC2=C(C(C1CC(F)F)=O)C=CC=C2